CC(C)NC(=O)O[C@H]1C[C@H](CC1)C1=NNC(=C1)NC1=CC=CC=2N(S(CC21)(=O)=O)CC2=C(C=C(C=C2)OC)OC (1R,3S)-3-[5-({1-[(2,4-dimethoxyphenyl)methyl]-2,2-dioxo-1,3-dihydro-2λ6-benzo[c][1,2]thiazol-4-yl}amino)-1H-pyrazol-3-yl]cyclopentyl (prop-2-ylamino)methanoate